CN1N=C(C2=CC=CC(=C12)N1CCN(CC1)CC1CCNCC1)C1C(NC(CC1)=O)=O 3-(1-methyl-7-(4-(piperidin-4-ylmethyl)-piperazin-1-yl)-1H-indazol-3-yl)-piperidine-2,6-dione